5-chloro-1-(4-fluorophenyl)-2-oxo-1,2-dihydro-pyridine-3-carboxylic acid ClC=1C=C(C(N(C1)C1=CC=C(C=C1)F)=O)C(=O)O